O-fluoroadenosine-3'-phosphate P(=O)(O)(O)O[C@H]1[C@H]([C@@H](O[C@@H]1CO)N1C=NC=2C(N)=NC=NC12)OF